CC(C)(C)[S@@](=O)N (R)-(+)-2-methylpropan-2-sulfinylamine